COC1=C(CNC[C@H]2C[C@H](CCC2)N)C=CC(=C1)OC (1S,3R)-3-(((2,4-dimethoxybenzyl)amino)methyl)cyclohexan-1-amine